1,2-difluoro-2-butene FCC(=CC)F